NC(CC=1CC=CC2=C(N1)C=C(C=C2)C=2C=NC=CC2C)C 2-amino-8-(4-methylpyridin-3-yl)-n-propyl-3H-benzo[b]azepine